C(C)(=O)OC1C=2N(C3=C(C(=N1)C1=C(C=CC=C1)F)C=C(C=C3)Cl)N=C(C2)C(=O)OCC Ethyl 4-acetoxy-8-chloro-6-(2-fluorophenyl)-4H-benzo[f]pyrazolo[1,5-a][1,4]diazepine-2-carboxylate